FC=1C=C(C=NC1)[C@@H]([C@@H]1CC(N1C(=O)OC(C)(C)C)(C)C)O tert-butyl (S)-4-((S)-(5-fluoropyridin-3-yl)(hydroxy)-methyl)-2,2-dimethylazetidine-1-carboxylate